4,4'-bis(4-pyridyl)biphenyl N1=CC=C(C=C1)C1=CC=C(C=C1)C1=CC=C(C=C1)C1=CC=NC=C1